FC=CC(C(C(F)(F)F)(F)F)(F)F 1,3,3,4,4,5,5,5-octafluoropent-1-ene